NC1=NC(=C(C=C1N1N=CC(=C1)C(=O)N)C=1C=C2C(=CC=NC2=CC1)C)C1=CC=C(C=C1)F 1-(2-amino-6-(4-fluorophenyl)-5-(4-methylquinolin-6-yl)pyridin-3-yl)-1H-pyrazole-4-carboxamide